C(C)(C)(C)C1=CC=C(C=C1)N1C(=CC=C1)C=C1C(NC(S1)=O)=O 5-((1-(4-(t-butyl)phenyl)-1H-pyrrol-2-yl)methylene)thiazolidine-2,4-dione